C1(CC1)OC1=C(\C=N\[S@@](=O)C(C)(C)C)C=CC=C1 (S,E)-N-(2-cyclopropoxybenzylidene)-2-methylpropane-2-sulfinamide